1-(3-methyl-4-hydroxyphenylcarbonyl)-3,5-bis(4-hydroxyphenylcarbonyl)cyclohexane CC=1C=C(C=CC1O)C(=O)C1CC(CC(C1)C(=O)C1=CC=C(C=C1)O)C(=O)C1=CC=C(C=C1)O